FC(OC1=C(C=CC=C1)C1=CC(=CC=2CNSOC21)F)(F)F 8-(2-trifluoromethoxyphenyl)-6-fluoro-3,4-dihydrobenzo[e][1,2,3]oxathiazine